ClC=1C=C(C(=NC1)N1CC(N(C2(CC(C2)C(=O)N)C1=O)CC1=CC=C(C=C1)Cl)=O)F (2r,4r)-8-(5-chloro-3-fluoropyridin-2-yl)-5-(4-chlorobenzyl)-6,9-dioxo-5,8-diazaspiro[3.5]nonane-2-carboxamide